7-((3S,4S)-4-((2,3-dihydrobenzo[b][1,4]dioxin-6-yl-2,2,3,3-d4)oxy)-3-fluoropiperidin-1-yl)-2-(methoxymethyl)-8,9-dimethyl-4H-pyrimido[1,2-b]pyridazin-4-one O1C2=C(OC(C1([2H])[2H])([2H])[2H])C=C(C=C2)O[C@@H]2[C@H](CN(CC2)C=2C(=C(C=1N(N2)C(C=C(N1)COC)=O)C)C)F